3-methyl-2-(6-(((2s,3r)-2-methylpiperidin-3-yl)amino)pyridazin-3-yl)-5-(trifluoromethyl)phenol CC=1C(=C(C=C(C1)C(F)(F)F)O)C=1N=NC(=CC1)N[C@H]1[C@@H](NCCC1)C